CN(C)CC1=CC=C(C=C1)S(=O)(=O)NC(CC1=C(C=C(C=C1C(C)C)C1=C(C(=CC=C1)C)F)C(C)C)=O N-{4-[(dimethylamino)methyl]benzene-sulfonyl}-2-[4-(2-fluoro-3-methylphenyl)-2,6-bis(propan-2-yl)phenyl]acetamide